(S)-ethyl 1-amino-2-(1-(tert-butoxycarbonyl)pyrrolidin-2-yl)-4-(4-((4-methoxy-pyridin-2-yl)carbamoyl)phenyl)-1H-imidazole-5-carboxylate NN1C(=NC(=C1C(=O)OCC)C1=CC=C(C=C1)C(NC1=NC=CC(=C1)OC)=O)[C@H]1N(CCC1)C(=O)OC(C)(C)C